3-methyl-1-isobutylbutyl acetate C(C)(=O)OC(CC(C)C)CC(C)C